isopropyl (S)-2-((S)-2-cyano-2-hydroxyacetamido)-6-diazo-5-oxohexanoate C(#N)[C@@H](C(=O)N[C@H](C(=O)OC(C)C)CCC(C=[N+]=[N-])=O)O